benzyl (4-((3R,6S,9aS)-8-((R)-1-(4-hydroxybutyl)pyrrolidin-3-yl)-6-neopentyl-4,7-dioxo-1-((E)-3-(quinoxalin-2-yl)acryloyl)octahydropyrazino[2,1-c][1,2,4]oxadiazin-3-yl)butyl)carbamate OCCCCN1C[C@@H](CC1)N1C[C@@H]2N(O[C@@H](C(N2[C@H](C1=O)CC(C)(C)C)=O)CCCCNC(OCC1=CC=CC=C1)=O)C(\C=C\C1=NC2=CC=CC=C2N=C1)=O